methyl 3-bromo-1-(methyl-d3)-1H-1,2,4-triazole-5-carboxylate BrC1=NN(C(=N1)C(=O)OC)C([2H])([2H])[2H]